(R)-1-(6-chloro-1-cyclopropoxy-2,7-naphthyridin-4-yl)-1-cyclobutylethan-1-ol ClC=1C=C2C(=CN=C(C2=CN1)OC1CC1)[C@](C)(O)C1CCC1